[Na+].[Na+].[Na+].C(CCCCCCCCCC)(=O)OC1=CC(=C2C=CC=3C(=CC(=C4C=CC1=C2C34)S(=O)(=O)[O-])S(=O)(=O)[O-])S(=O)(=O)[O-] 1-undecanoyloxy-pyrene-3,6,8-trisulfonic acid trisodium salt